(3-bromophenyl)diethylphosphine oxide BrC=1C=C(C=CC1)P(CC)(CC)=O